C(C)(C)C1=C(C=CC=C1)C1=NC=C2NC(N(C2=N1)CC1=CC=C(C=C1)N1N=C(C=C1C)C(=O)O)=O 1-(4-((2-(2-isopropylphenyl)-8-oxo-7,8-dihydro-9H-purin-9-yl)methyl)phenyl)-5-methyl-1H-pyrazole-3-carboxylic acid